ClC=1C(=NC(=NC1)N[C@@H]1C[C@H]2CO[C@@H]([C@H]1O)O2)C=2C=C(C1=C(N(C(=N1)C(C)(C)O)C1CC(C1)F)C2)F (1S,3R,4S,5R)-3-((5-chloro-4-(4-fluoro-1-((1r,3R)-3-fluorocyclobutyl)-2-(2-hydroxypropan-2-yl)-1H-benzo[d]imidazol-6-yl)pyrimidin-2-yl)amino)-6,8-dioxabicyclo[3.2.1]octan-4-ol